BrC=1C=CC(=C(C1)NS(=O)(=O)C1CC1)[N+](=O)[O-] N-(5-bromo-2-nitrophenyl)cyclopropanesulfonamide